C1(=CC=CC2=CC=CC=C12)CO Naphthalene-1-yl-methanol